[Si](C1=CC=CC=C1)(C1=CC=CC=C1)(C(C)(C)C)OCC(N1C[C@H](CCC1)C)C1=CC(=C2CN(C(C2=C1)=O)C1=CC(=CC=C1)C1(CC(C1)C)C1=NN=CN1C)SC 6-{2-[(tert-butyldiphenylsilyl)oxy]-1-[(3S)-3-methylpiperidin-1-yl]ethyl}-4-(methylsulfanyl)-2-{3-[(1r,3s)-3-methyl-1-(4-methyl-1,2,4-triazol-3-yl)cyclobutyl]phenyl}-3H-isoindol-1-one